9-(4-bromophenyl)-3,6-diphenyl-9H-carbazole BrC1=CC=C(C=C1)N1C2=CC=C(C=C2C=2C=C(C=CC12)C1=CC=CC=C1)C1=CC=CC=C1